(S)-4-(5-(3,5-dimethylisoxazol-4-yl)-1-(1-(pyridin-2-yl)ethyl)-1H-pyrrolo[2,3-b]pyridin-3-yl)pyridin-2-ol CC1=NOC(=C1C=1C=C2C(=NC1)N(C=C2C2=CC(=NC=C2)O)[C@@H](C)C2=NC=CC=C2)C